(S)-N-((6-cyano-1-(4-(trifluoromethyl)phenyl)-2,3-dihydro-1H-pyrido[2,3-b][1,4]oxazin-3-yl)methyl)acetamide C(#N)C=1C=CC2=C(O[C@H](CN2C2=CC=C(C=C2)C(F)(F)F)CNC(C)=O)N1